COC=1C(=C2C(=NC1)N(C=C2)[Si](C(C)C)(C(C)C)C(C)C)C(=O)[C@@H]2CNCC[C@@H]2C (5-methoxy-1-triisopropylsilyl-pyrrolo[2,3-b]pyridin-4-yl)-[cis-4-methyl-3-piperidyl]methanone